O(C1=CC=CC=C1)C=1C=C(C=CC1)CN(C(=O)C1=C(C=C(C(=C1)C(=O)O)C(=O)O)C(=O)O)[C@H]1CCCC2=CC=CC=C12 5-[(3-phenoxyphenyl)methyl-[(1S)-1,2,3,4-tetrahydronaphthalen-1-yl]carbamoyl]benzene-1,2,4-tricarboxylic acid